OC1=C(C=CC(=C1)O)C(C)=O 2',4'-Dihydroxyacetophenone